ClC1=C2C(=NNC2=CC=C1)N1C2(CC2)CC(C1)F 4-chloro-3-(6-fluoro-4-azaspiro[2.4]heptan-4-yl)-1H-indazole